4-(4-Acryloylpiperazin-1-yl)-6-fluoro-7-(3-trifluoromethyl-2-fluoro-6-hydroxyphenyl)-1-(2-isopropyl-4-methylpyridin-3-yl)-2-oxo-1,2-dihydro-1,8-naphthyridine-3-carbonitrile C(C=C)(=O)N1CCN(CC1)C1=C(C(N(C2=NC(=C(C=C12)F)C1=C(C(=CC=C1O)C(F)(F)F)F)C=1C(=NC=CC1C)C(C)C)=O)C#N